B(O)(O)O.C(C=C)CC(O)(C)C(C)(C)O allylpinacol borate